methyl 2-[2-({[3-bromo-1-(3-chloropyridin-2-yl)-1H-pyrazol-5-yl]carbonyl}amino)-5-chloro-3-methylbenzoyl]-2-methylhydrazinecarboxylate BrC1=NN(C(=C1)C(=O)NC1=C(C(=O)N(NC(=O)OC)C)C=C(C=C1C)Cl)C1=NC=CC=C1Cl